S(=O)(=O)(O)N[C@@H](CC1=CNC2=CC=CC=C12)C(=O)O sulfotryptophan